BrC(C=1C=CC(=NC1)N1C(C2=CC=CC=C2C1=O)=O)Br 2-[5-(dibromomethyl)pyridine-2-yl]isoindoline-1,3-dione